2-(4-Amino-4-methylpiperidin-1-yl)-5-(2,3-dichlorophenyl)-7H-pyrrolo[2,3-d]pyrimidine-4-carboxamide NC1(CCN(CC1)C=1N=C(C2=C(N1)NC=C2C2=C(C(=CC=C2)Cl)Cl)C(=O)N)C